OC1=C(C(N(C2=NC=CC=C12)CCN1CCOCC1)=O)C(=O)NC1CCC(CC1)C 4-hydroxy-N-(4-methylcyclohexyl)-1-(2-morpholinoethyl)-2-oxo-1,2-dihydro-1,8-naphthyridine-3-carboxamide